NC=1C=2N(C(=C(N1)C=1C(=C(C#N)C=CC1)F)C1=C(N=C(O1)C)C(C(F)F)O)N=C(N2)CC2=NC=CC=C2 (8-amino-5-(4-(2,2-difluoro-1-hydroxyethyl)-2-methyloxazol-5-yl)-2-(pyridin-2-ylmethyl)-[1,2,4]triazolo[1,5-a]pyrazin-6-yl)-2-fluorobenzonitrile